(S)-N-(3-(5-(2-aminopyrimidin-4-yl)-2-(4-(4-((1-(4-(2,6-dioxopiperidin-3-yl)phenyl)piperidin-4-yl)methyl)piperazin-1-yl)phenyl)thiazol-4-yl)-2-fluorophenyl)propane-1-sulfonamide NC1=NC=CC(=N1)C1=C(N=C(S1)C1=CC=C(C=C1)N1CCN(CC1)CC1CCN(CC1)C1=CC=C(C=C1)[C@H]1C(NC(CC1)=O)=O)C=1C(=C(C=CC1)NS(=O)(=O)CCC)F